C(C)OC=1C=C2NC=3C=CC=C(C3C(C2=CC1)(C)C)C 6-Ethoxy-1,9,9-trimethyl-9,10-dihydroacridine